5-(2-(4-((2-(4-((1-(azetidin-3-ylmethyl)piperidin-4-yl)methyl)piperazin-1-yl)pyrimidin-4-yl)methoxy)phenyl)propan-2-yl)-3-chloro-2-(2-chloroethoxy)benzonitrile trifluoroacetate FC(C(=O)O)(F)F.N1CC(C1)CN1CCC(CC1)CN1CCN(CC1)C1=NC=CC(=N1)COC1=CC=C(C=C1)C(C)(C)C=1C=C(C(=C(C#N)C1)OCCCl)Cl